O1CC(C1)OC1=NC(=NN2C1=C(C=C2)C=2C=C1N=CC=NC1=CC2)NC2CCC1(COC1)CC2 4-(oxetan-3-yloxy)-5-(quinoxalin-6-yl)-N-(2-oxaspiro[3.5]nonan-7-yl)pyrrolo[2,1-f][1,2,4]triazin-2-amine